Tert-Butyl (2-(3-ethylureido)ethyl)(methyl)carbamate C(C)NC(NCCN(C(OC(C)(C)C)=O)C)=O